3-(cyclopropylcarbamoyl)-2-[(2-fluoro-4-iodophenyl) amino]-1,5-dimethyl-6-oxopyridin-4-yl triflate O(S(=O)(=O)C(F)(F)F)C=1C(=C(N(C(C1C)=O)C)NC1=C(C=C(C=C1)I)F)C(NC1CC1)=O